OC(CC(=O)O)C.NC1=C(C(=O)NC2CCC(CC2)O)C=C(C=N1)C1=CC=C(C=C1)[C@]12CN(C[C@@H]2C1)C(C)C 2-amino-N-((1r,4S)-4-hydroxycyclohexyl)-5-(4-((1S,5R)-3-isopropyl-3-azabicyclo[3.1.0]hex-1-yl)phenyl)nicotinamide 3-Hydroxy-butanoat